C(CCC/C=C/CCCCCCBr)CCCC(=O)O 16-bromo-9E-hexadecenoic acid